2-(4-fluorophenylsulfonyl)acetonitrile FC1=CC=C(C=C1)S(=O)(=O)CC#N